CNC1=NC=C(C=C1)B(O)O.S(=O)(=O)(C1=CC=C(C)C=C1)C#C tosyl-acetylene 2-Methylamino-5-pyridineboronate